(R)-N-((7-chloro-1-(4-(trifluoromethyl)phenyl)-2,3-dihydro-1H-pyrido[2,3-b][1,4]oxazin-3-yl)methyl)acetamide ClC1=CC2=C(O[C@@H](CN2C2=CC=C(C=C2)C(F)(F)F)CNC(C)=O)N=C1